N(=[N+]=[N-])C[C@H](C1=CC(=CC=C1)Cl)NC(=O)C=1N=CN(C1)C1=NC(=NC=C1C)NC1CC(C1)(F)F (S)-N-(2-Azido-1-(3-chlorophenyl)ethyl)-1-(2-((3,3-difluorocyclobutyl)amino)-5-methylpyrimidin-4-yl)-1H-imidazole-4-carboxamide